4-[4-[4-(hydroxyphenyl)-1-piperazinyl]phenyl]-2,4-dihydro-2-(1-methylpropyl)-3H-1,2,4-triazole-one OC1=C(C=CC=C1)N1CCN(CC1)C1=CC=C(C=C1)N1C(N(N=C1)C(CC)C)=O